methyl (S,E)-(7-(dimethylamino)-1-((1-((6-isopentyl-9H-purin-8-yl)methyl)-2-oxo-1,2-dihydropyridin-3-yl)amino)-1,7-dioxohept-5-en-2-yl)carbamate CN(C(/C=C/CC[C@@H](C(=O)NC=1C(N(C=CC1)CC=1NC2=NC=NC(=C2N1)CCC(C)C)=O)NC(OC)=O)=O)C